C(C)N1C(=NN=C1)C1=CC(=C(C(=O)N)C=C1)OC1=C(C=C(C=C1)OCCCN1C(OCC1)=O)F 4-(4-ethyl-1,2,4-triazol-3-yl)-2-[2-fluoro-4-[3-(2-oxooxazolidin-3-yl)propoxy]phenoxy]benzamide